N-[4-(1-{[4-(propan-2-yl)-1,3-oxazol-5-yl]carbonyl}piperidin-4-yl)butyl]-1H-pyrrolo[3,2-c]pyridine-2-carboxamide CC(C)C=1N=COC1C(=O)N1CCC(CC1)CCCCNC(=O)C1=CC=2C=NC=CC2N1